ClC=1C2=C(N=CN1)N(C(=C2)C2=CC=C(C=C2)NC(C(=C)C)=O)C N-(4-(4-chloro-7-methyl-7H-pyrrolo[2,3-d]pyrimidin-6-yl)phenyl)methacrylamide